N1=CN=C(C=C1)N1CCCC2=CC(=CC=C12)C1(CCC1)C=1NC=2C(=NC=C(C2)C(F)(F)F)N1 1-(pyrimidin-4-yl)-6-(1-(6-(trifluoromethyl)-1H-imidazo[4,5-b]pyridin-2-yl)cyclobutyl)-1,2,3,4-tetrahydroquinoline